diethyl 2-(3-bromopropyl)-2-methyl-malonate BrCCCC(C(=O)OCC)(C(=O)OCC)C